tert-butyl 6-methyl-1-oxa-5-azaspiro[2.4]heptane-5-carboxylate CC1N(CC2(CO2)C1)C(=O)OC(C)(C)C